Tridecyl benzenesulfonate C1(=CC=CC=C1)S(=O)(=O)OCCCCCCCCCCCCC